C1(CC1)C(=O)C1=C(C(=C(C=C1)O)C)O cyclopropyl(2,4-dihydroxy-3-methylphenyl)methanone